FC1=C(C(=C(C(=C1[B-](C1=C(C(=C(C(=C1F)F)F)F)F)(C1=C(C(=C(C(=C1F)F)F)F)F)C1=C(C(=C(C(=C1F)F)F)F)F)F)F)F)F.NC1=CC=CC=C1 aniline tetrakis(pentafluorophenyl)borate